3-(5-Chlorothiophen-2-yl)-N-(4-ethyl-3-(pyridin-4-yl)-1H-pyrazol-5-yl)propenamide ClC1=CC=C(S1)C=CC(=O)NC1=C(C(=NN1)C1=CC=NC=C1)CC